4-(benzylthio)-1-(2,5-dimethoxyphenyl)-5-methyl-1H-1,2,3-triazole C(C1=CC=CC=C1)SC=1N=NN(C1C)C1=C(C=CC(=C1)OC)OC